1-[5-chloro-4-(4-fluorophenyl)-2-pyridinyl]-3,3-difluoro-cyclobutanecarboxylic acid ClC=1C(=CC(=NC1)C1(CC(C1)(F)F)C(=O)O)C1=CC=C(C=C1)F